O[C@@H](C(=O)N1CC=2CNCC2C1)C1=CC=CC=C1 (R)-2-hydroxy-2-phenyl-1-(3,4,5,6-tetrahydropyrrolo[3,4-c]pyrrol-2(1H)-yl)ethan-1-one